ICC1(OB(OC1(C)C)C1=CC=CC=C1)C iodophenylboronic acid pinacol ester